N-(2-Hydroxyethoxy)-7-(methylamino)-5-((2-carbonyl-1-(1H-pyrrol-1-yl)-1,2-dihydropyridin-3-yl)amino)pyrazolo[1,5-a]pyrimidine-3-carboxamide OCCONC(=O)C=1C=NN2C1N=C(C=C2NC)NC=2C(N(C=CC2)N2C=CC=C2)=C=O